FC=1C=C(C=2C=CN(C2C1)COCC[Si](C)(C)C)NC1CCN(CC1)C 6-fluoro-N-(1-methylpiperidin-4-yl)-1-((2-(trimethylsilyl)ethoxy)methyl)-1H-indol-4-amine